The molecule is an (omega-1)-hydroxy fatty acid ascaroside obtained by formal condensation of the alcoholic hydroxy group of (16R)-16-hydroxymargaric acid with ascarylopyranose (the alpha anomer). It is a metabolite of the nematode Caenorhabditis elegans. It has a role as a Caenorhabditis elegans metabolite. It is a monocarboxylic acid and an (omega-1)-hydroxy fatty acid ascaroside. It derives from a (16R)-16-hydroxymargaric acid. It is a conjugate acid of an ascr#30(1-). C[C@H]1[C@@H](C[C@H]([C@@H](O1)O[C@H](C)CCCCCCCCCCCCCCC(=O)O)O)O